C1(CCCCC1)NC([C@@H]([C@H](CO)CC1=CC(=C(C=C1)OC)OC)CC1=CC(=C(C=C1)O)OC)=O (2r,3r)-N-cyclohexyl-3-(3,4-dimethoxybenzyl)-4-hydroxy-2-(4-hydroxy-3-methoxybenzyl)butanamide